CS(=O)(=O)N1CCC(CC1)NC(=O)C1=NNC2=CC(=CC=C12)C=1C=NC(=C(C1)C(NCC1=C(C=CC=C1)OC(F)(F)F)=O)OC N-(1-methanesulfonylpiperidin-4-yl)-6-[6-methoxy-5-({[2-(trifluoromethoxy)phenyl]-methyl}carbamoyl)pyridin-3-yl]-1H-indazole-3-carboxamide